COC=1C=C(C=CC1)C=1NC(=C(N1)C1=CC=CC=C1)C1=CC=CC=C1 2-(3-methoxyphenyl)-4,5-diphenylimidazole